tert-butyl 2-fluoro-3-nitro-benzoate FC1=C(C(=O)OC(C)(C)C)C=CC=C1[N+](=O)[O-]